BrC=1C(=NN(N1)CC)C(C)N(C(OC(C)(C)C)=O)C tert-butyl (1-(5-bromo-2-ethyl-2H-1,2,3-triazol-4-yl)ethyl)(methyl)carbamate